Methyl (2-(4-((3-cyano-4-fluorophenyl)carbamoyl)-1,3,5-trimethyl-1H-pyrrol-2-yl)-2-oxoacetamido)-2-methylpropionate C(#N)C=1C=C(C=CC1F)NC(=O)C=1C(=C(N(C1C)C)C(C(=O)NC(C(=O)OC)(C)C)=O)C